C(C1=CC=CC=C1)O[C@@](CCC=C)(C(F)(F)F)C1=NN=C(O1)C1=NC(=C(C=C1NC(OC(C)(C)C)=O)C(F)(F)F)C(CCC=C)=O tert-butyl N-[2-[5-[(1R)-1-benzyloxy-1-(trifluoromethyl)pent-4-enyl]-1,3,4-oxadiazol-2-yl]-6-pent-4-enoyl-5-(trifluoromethyl)-3-pyridyl]carbamate